6-((tert-Butyldimethylsilyl)oxy)-4-(5-hydroxypyrimidin-2-yl)-1,4-diazacycloheptane-1-carboxylic acid tert-butyl ester C(C)(C)(C)OC(=O)N1CCN(CC(C1)O[Si](C)(C)C(C)(C)C)C1=NC=C(C=N1)O